1-amino-5-bromo-3-methyl-6-oxo-1,6-dihydropyridine-2-carboxamide NN1C(=C(C=C(C1=O)Br)C)C(=O)N